C(C1=CC=CC=C1)OCCCCCCNC([C@@H](CCCCNC(OC(C)(C)C)=O)NC([C@H](CCCCNC(=O)OC(C)(C)C)NC(=O)OC(C)(C)C)=O)=O tert-butyl N-[(5R)-6-(6-benzyloxyhexylamino)-6-oxo-5-[[(2S)-2,6-bis(tert-butoxycarbonylamino)hexanoyl]amino]hexyl]carbamate